ethylene glycol monosec-butyl ether C(C)(CC)OCCO